C[C@H]1N(CCC2=CC=CC=C12)C(=O)C=1C=C2CN(C(C2=CC1)=O)C1C(NC(CC1)=O)=O 3-(5-((R)-1-methyl-1,2,3,4-tetrahydroisoquinoline-2-carbonyl)-1-oxoisoindolin-2-yl)piperidine-2,6-dione